p-toluyl benzoate C(C1=CC=CC=C1)(=O)OC1=CC=C(C=C1)C